3-methyl-6-((2-methylbenzo[d]oxazol-6-yl)amino)-1-(tetrahydro-2H-pyran-4-yl)-1,3-dihydro-2H-imidazo[4,5-c]pyridin-2-one CN1C(N(C2=C1C=NC(=C2)NC2=CC1=C(N=C(O1)C)C=C2)C2CCOCC2)=O